ClC1=C(C=C(C=C1)F)[C@H]1C=2N(CC(N1)=O)C(=NC2NC(=O)N2C[C@H](C1=NC=CC=C12)O)C(=O)NC (S)-8-(2-chloro-5-fluorophenyl)-1-((R)-3-hydroxy-2,3-dihydro-1H-pyrrolo[3,2-b]pyridine-1-carboxamido)-N-methyl-6-oxo-5,6,7,8-tetrahydroimidazo[1,5-a]pyrazine-3-carboxamide